2-(2,5-Dimethylpyridin-4-yl)-5-oxopyrazolin CC1=NC=C(C(=C1)N1NC(C=C1)=O)C